ClC=1C(=C(C#N)C(=CC1CO)F)OC 3-Chloro-6-fluoro-4-(hydroxymethyl)-2-methoxybenzonitrile